FC(C1=NN(C=C1C(=O)NC1=C(C=CC=C1)C1=CC=C(C=C1)C1=NC(=NS1)C1=CC=CC=C1)C)F (E)-3-(difluoromethyl)-1-methyl-N-(4'-(3-phenyl-1,2,4-thiadiazol-5-yl)-[1,1'-biphenyl]-2-yl)-1H-pyrazole-4-carboxamide